(5-methyl-1H-pyrazol-3-yl)-N2-((3-exo)-8-(pyridin-2-yl-sulfonyl)-8-azabicyclo[3.2.1]oct-3-yl)thieno[2,3-d]pyrimidin-2,4-diamine CC1=CC(=NN1)C1=CSC=2N=C(N=C(C21)N)NC2CC1CCC(C2)N1S(=O)(=O)C1=NC=CC=C1